CC1=CC2=NC(=CC=C2N1)C#N 2-methyl-1H-pyrrolo[3,2-b]pyridine-5-carbonitrile